C(C)(C)(C)OC(=O)N1[C@@](C[C@@H](C1)O[Si](C)(C)C(C)(C)C)(C(=O)O)C (2S,4S)-1-(tert-butyloxycarbonyl)-4-(tert-butyldimethylsilyloxy)-2-methylpyrrolidine-2-carboxylic acid